OCC=1C2=C(C(=NC1CNC(C=C)=O)C1=CC=C(C=C1)OC(F)(F)F)N=CN2C N-((7-(hydroxymethyl)-1-methyl-4-(4-(trifluoromethoxy)phenyl)-1H-imidazo[4,5-c]pyridin-6-yl)methyl)acrylamide